Cl.C(CCCCCCCCCCCCCCCC)N(C1=CC=CC=C1)CCCCCCCCCCCCCCCCC N,N-diheptadecylaniline hydrochloride